FC=1C=CC(=C(C1)C1CCN(CC1)[C@@H]1COC2(CN(C2)C=2OC=NN2)C1)O[C@H]1COCC1 (S)-7-(4-(5-fluoro-2-(((R)-tetrahydrofuran-3-yl)oxy)phenyl)piperidin-1-yl)-2-(1,3,4-oxadiazol-2-yl)-5-oxa-2-azaspiro[3.4]octane